NC1=NC=CC=C1C=1NC2=C(C=NC=C2)N1 2-(2-aminopyridin-3-yl)-1H-imidazo[4,5-c]pyridin